barium 4-acetylbenzoate C(C)(=O)C1=CC=C(C(=O)[O-])C=C1.[Ba+2].C(C)(=O)C1=CC=C(C(=O)[O-])C=C1